C(C)(C)C1=C(NC2=CC=C(C=C12)C1CCN(CC1)C1CCOCC1)C=1C=C(C=2N(C1)C(=NN2)C)C 6-(3-isopropyl-5-(1-(tetrahydro-2H-pyran-4-yl)piperidin-4-yl)-1H-indol-2-yl)-3,8-dimethyl-[1,2,4]triazolo[4,3-a]pyridine